NCCN1CCN(CC1)CCC(=O)NC1=NC=CC(=C1)NC1=C(N=NC(=C1)C1=C(C=CC(=C1)Cl)F)C 3-[4-(2-Aminoethyl)Piperazin-1-yl]-N-(4-{[6-(5-Chloro-2-Fluorophenyl)-3-Methylpyridazin-4-yl]Amino}Pyridin-2-yl)Propanamid